NC1=CC(=NC(=N1)C(F)F)NC1=CC(=C(C=N1)C=1C=NN(C1)C1CN(C1)C(=O)OC(C)(C)C)OC1COC1 tert-butyl 3-(4-(6-((6-amino-2-(difluoromethyl)pyrimidin-4-yl)amino)-4-(oxetan-3-yloxy)pyridin-3-yl)-1H-pyrazol-1-yl)azetidine-1-carboxylate